CN1CCN(CC1)C=1SC2=C(N1)C=C(C=C2)NC(=O)C=2C=CC1=C(CCO1)C2 2,3-dihydro-benzofuran-5-carboxylic acid [2-(4-methyl-piperazin-1-yl)-benzothiazol-5-yl]-amide